5-chloro-7-methyl-1H-indole-1-carboxylate ClC=1C=C2C=CN(C2=C(C1)C)C(=O)[O-]